bis(6-phenylbiphenyl-3-yl)-(biphenyl-4-yl)amine C1(=CC=CC=C1)C1=CC=C(C=C1C1=CC=CC=C1)N(C1=CC=C(C=C1)C1=CC=CC=C1)C=1C=C(C(=CC1)C1=CC=CC=C1)C1=CC=CC=C1